N1C=CC2=CC(=CC=C12)CNC(C(C(=O)N[C@@H](CC1=CC=C(C=C1)C)B(O)O)CC1=CC=CC=C1)=O ((1R)-1-(3-(((1H-indol-5-yl)methyl)amino)-2-benzyl-3-oxopropanamido)-2-(p-tolyl)ethyl)boronic acid